methyl 2-((6R)-6-methyl-2-oxo-3-(propan-2-ylidene) cyclohexyl)-2-oxoacetate C[C@@H]1CCC(C(C1C(C(=O)OC)=O)=O)=C(C)C